C(C)C1N(C(CCC1)(C)C)CC diethyl-6,6-dimethylpiperidine